FC(C(O)C=1C=NC=C(C1)C1=NC=C(N=C1)N[C@H](C)C1=CC=C(C=C1)F)F 2,2-difluoro-1-(5-(5-(((R)-1-(4-fluorophenyl)ethyl)amino)pyrazin-2-yl)pyridin-3-yl)ethan-1-ol